2-[3-Chloro-5-(propan-2-yl)phenyl]-N-[(1-methyl-1H-pyrazol-4-yl)({[(2S)-1-methylpyrrolidin-2-yl]methyl})sulfamoyl]acetamide sodium salt [Na].ClC=1C=C(C=C(C1)C(C)C)CC(=O)NS(N(C[C@H]1N(CCC1)C)C=1C=NN(C1)C)(=O)=O